butane-1,2,4-tricarboxylic acid C(C(CCC(=O)O)C(=O)O)C(=O)O